CCCCCCCC(=O)OC[C@H](COP(=O)([O-])OC[C@@H](C(=O)[O-])[NH3+])OC(=O)CCCCCCC The molecule is a 3-sn-phosphatidyl-L-serine(1-) that is the conjugate base of 1,2-dioctanoyl-sn-glycero-3-phosphoserine, obtained by deprotonation of the phosphate OH group; major species at pH 7.3. It is a conjugate base of a 1,2-dioctanoyl-sn-glycero-3-phosphoserine.